N-(4-Fluoro-2-methoxyphenyl)-2-[4-([1,2,4]triazolo[1,5-a]pyridin-7-yl)phenyl]acetamide FC1=CC(=C(C=C1)NC(CC1=CC=C(C=C1)C1=CC=2N(C=C1)N=CN2)=O)OC